dioxobenzothiophen-3(2H)-one O=C1S(C2=C(C1=O)C=CC=C2)=O